C(C)(=O)NC1=C(C(=O)[13C]2=[13CH][13CH]=[13CH][13CH]=[13CH]2)C=C(C=C1)Cl 2-acetamido-5-chlorobenzophenone-13C6